[Na].FC1(CCN(CCC1)C1=NC2=CC(=C(C=C2C=C1C(=O)NC1=CC(=CC=C1)S(N)(=O)=O)OC)OC)F 2-(4,4-difluoroazepan-1-yl)-6,7-dimethoxy-N-(3-sulfamylphenyl)quinoline-3-carboxamide sodium